1-(4-fluoro-2-iso-propylphenyl)-3-(6-methoxy-2-methyl-pyridin-3-yl)-6-(trifluoromethyl)-2,3-dihydropyrido-[3,4-d]pyrimidin-4(1H)-one FC1=CC(=C(C=C1)N1CN(C(C2=C1C=NC(=C2)C(F)(F)F)=O)C=2C(=NC(=CC2)OC)C)C(C)C